2-(4-Tolyl)-1,4-benzoquinone C1(=CC=C(C=C1)C=1C(C=CC(C1)=O)=O)C